N(=[N+]=[N-])CCCC1=C2C(=NC=3C=C4C(=CC13)OCO4)C4=CC1=C(C(N4C2)=O)COC([C@]1(O)CC)=O (S)-14-(3-azidopropyl)-7-ethyl-7-hydroxy-10,13-dihydro-11H-[1,3]dioxolo[4,5-g]pyrano[3',4':6,7]indolizino[1,2-b]quinolin-8,11(7H)-dione